N-[(1S)-2-[4-(2,4-dimethylpyrazol-3-yl)anilino]-1-[(1R)-6-(6-isopropylpyrazin-2-yl)indan-1-yl]-2-oxo-ethyl]-2-methyl-pyrazole-3-carboxamide CN1N=CC(=C1C1=CC=C(NC([C@H]([C@@H]2CCC3=CC=C(C=C23)C2=NC(=CN=C2)C(C)C)NC(=O)C=2N(N=CC2)C)=O)C=C1)C